3-(4-(1H-pyrazol-4-yl)phenyl)-1-(3-fluoro-2-methylbenzyl)-1,3,8-triazaspiro[4.5]decan-2-one N1N=CC(=C1)C1=CC=C(C=C1)N1C(N(C2(C1)CCNCC2)CC2=C(C(=CC=C2)F)C)=O